tert-butyl 4-[[7-chloro-3-(2-fluoro-6-methyl-phenyl)-2-oxo-4H-pyrido[4,3-d]pyrimidin-1-yl]methyl]piperidine-1-carboxylate ClC1=CC=2N(C(N(CC2C=N1)C1=C(C=CC=C1C)F)=O)CC1CCN(CC1)C(=O)OC(C)(C)C